C(CCCCCCCCCC)[Si](OCCOC)(OCCOC)CCCCCCCCCCC diundecyl-bis-(2-methoxyethoxy)silane